3-(2,3,4-trimethoxy-6-methylbenzoyl)-2-chloro-3-methoxymethyl-5-methoxypyridine COC1=C(C(=O)C2(C(N=CC(=C2)OC)Cl)COC)C(=CC(=C1OC)OC)C